2',2'''-(pyridine-2,6-diyl)bis(3-((3r,5r,7r)-adamantan-1-yl)-5-(tert-butyl)-[1,1'-biphenyl]-2-ol) N1=C(C=CC=C1C1=C(C=CC=C1)C=1C(=C(C=C(C1)C(C)(C)C)C12CC3CC(CC(C1)C3)C2)O)C2=C(C=CC=C2)C=2C(=C(C=C(C2)C(C)(C)C)C23CC1CC(CC(C2)C1)C3)O